C(C)(C)C1=C(C(=CC=C1)C(C)C)N1C(N(C=C1)C1=C(C=CC=C1C(C)C)C(C)C)=[Pd](N1CC(=CC=C1)Cl)Cl [1,3-bis(2,6-diisopropylphenyl)imidazol-2(3H)-ylidene](3-chloro-1-pyridinyl)palladium chloride